CN1N=CC(=C1)C1=CC2=C(N=C(N=C2N2CCOCC2)N/N=C/C=2C=C(C=CC2)C)S1 6-(1-methylpyrazol-4-yl)-4-morpholino-N-[(E)-m-tolylmethyleneamino]thieno[2,3-d]pyrimidin-2-amine